ethyl 3-(4-bromo-2,5-dimethoxyphenyl)-2-methylpropionate BrC1=CC(=C(C=C1OC)CC(C(=O)OCC)C)OC